tert-butyl 4-(5-hydroxynorbornan-2-yl)oxypiperidine-1-carboxylate OC1C2CC(C(C1)C2)OC2CCN(CC2)C(=O)OC(C)(C)C